N1=C(C=NC2=CC=CC=C12)C1=NC(=NC=C1)N1CCC(CC1)CN (1-(4-(quinoxalin-2-yl)pyrimidin-2-yl)piperidin-4-yl)methylamine